4-(4-((7-ethyl-6-oxo-5,6-dihydro-1,5-naphthyridin-3-yl)methyl)piperazin-1-yl)-3-fluoro-N-((1s,3s)-3-hydroxycyclobutyl)benzamide C(C)C=1C(NC=2C=C(C=NC2C1)CN1CCN(CC1)C1=C(C=C(C(=O)NC2CC(C2)O)C=C1)F)=O